COC(C1=C(C=C(C(=C1)OCCCNC(CC1=CC=C(C=C1)F)=O)OC)[N+](=O)[O-])=O 5-(3-(2-(4-fluorophenyl)acetamido)propoxy)-4-methoxy-2-nitrobenzoic acid methyl ester